O([N+](=O)[O-])C(CC)O nitroxypropanol